ClC=1C=C(C=CC1F)NC1=NC=NC2=CC(=C(C=C12)OCCCCI)OC N-(3-chloro-4-fluorophenyl)-6-(4-iodobutoxy)-7-methoxyquinazolin-4-amine